[Si](C)(C)(C(C)(C)C)OCCOC=1C(=CC(=NC1)N(CC1=CC=C(C=C1)OC)CC1=CC=C(C=C1)OC)Cl 5-[2-[tert-butyl(dimethyl)silyl]oxyethoxy]-4-chloro-N,N-bis[(4-methoxyphenyl)methyl]pyridin-2-amine